ClC=1C=C(C=C(C1)OC)N1N=CC(=C1)[C@H](C(=O)NC1=CC(=NN1)C1CC1)C (R)-2-(1-(3-chloro-5-methoxyphenyl)-1H-pyrazol-4-yl)-N-(3-cyclopropyl-1H-pyrazol-5-yl)propanamide